BrC1=C(C(=CN1COCC[Si](C)(C)C)C(=O)[O-])C1=C(C(=CC=C1F)F)C 5-Bromo-4-(3,6-difluoro-2-methylphenyl)-1-{[2-(trimethylsilyl)ethoxy]methyl}pyrrole-3-carboxylate